FC=1C(=CC=2C3=C(NC(C2C1)=O)COC[C@@H]3N(C(=O)C=3NC1=CC(=CC(=C1C3)C(C)O)F)C)F N-((R)-8,9-difluoro-6-oxo-1,4,5,6-tetrahydro-2H-pyrano[3,4-c]isoquinolin-1-yl)-6-fluoro-4-(1-hydroxyethyl)-N-methyl-1H-indole-2-carboxamide